3,4',5,7-Tetrahydroxyflavone OC1=C(OC2=CC(=CC(=C2C1=O)O)O)C1=CC=C(C=C1)O